5-(6-((dimethylamino)methyl)-5-morpholinopyridin-2-yl)-1H-pyrrolo[2,3-b]pyridine CN(C)CC1=C(C=CC(=N1)C=1C=C2C(=NC1)NC=C2)N2CCOCC2